FC(N1N=CC(=C1)C=1C=C(C=2N(C1)N=CC2C#N)C=2C=NC(=CC2)N2CC1N(C(C2)C1)CC1=C(C=CC=C1)S(=O)(=O)C)F 6-(1-difluoromethyl-1H-pyrazol-4-yl)-4-(6-(6-(2-(methylsulfonyl)benzyl)-3,6-diazabicyclo[3.1.1]heptan-3-yl)pyridin-3-yl)pyrazolo[1,5-a]pyridine-3-carbonitrile